(4-((5-(trifluoromethyl)1H-benzo[d]imidazol-2-yl)methyl)phenyl)isonicotinamide FC(C1=CC2=C(NC(=N2)CC2=CC=C(C=C2)C2=C(C(=O)N)C=CN=C2)C=C1)(F)F